N1(N=NC2=C1C=CC=C2)O[P](N(C)C)(N(C)C)N(C)C benzotriazol-1-oxy-tris(dimethylamino)phosphorus